The molecule is a dicarboxylic acid monoamide obtained by formal condensation of the 6-amino group of 2,6-diaminobenzimidazole with one of the carboxy groups of glutaric acid. It has a role as a hapten. It is a monocarboxylic acid, a member of benzimidazoles and a dicarboxylic acid monoamide. It is a tautomer of a 5-[(2-aminobenzimidazol-6-yl)amino]-5-oxopentanoic acid zwitterion. C1=CC2=C(C=C1NC(=O)CCCC(=O)O)NC(=N2)N